N-[1-Methyl-2-(pyridin-2-yl)-1H-indol-5-yl]-N'-[(pyridin-4-yl)methyl]urea CN1C(=CC2=CC(=CC=C12)NC(=O)NCC1=CC=NC=C1)C1=NC=CC=C1